C(C)(=O)N(C=1SC(=C(N1)C(=O)N[C@H]1C(CC1)(C)C)C)C1=CC(=NC(=C1)F)F 2-[acetyl-(2,6-difluoro-4-pyridyl)amino]-N-[(1R)-2,2-dimethylcyclobutyl]-5-methyl-thiazole-4-carboxamide